NC1=NN(C=C1C=1C=C2CCNC(C2=CC1)=O)C=1C=C(C=CC1)NC(C(F)(F)F)=O N-(3-(3-amino-4-(1-oxo-1,2,3,4-tetrahydroisoquinolin-6-yl)-1H-pyrazol-1-yl)phenyl)-2,2,2-trifluoroacetamide